(rac)-trans-1-benzyl-2-cyclopropyl-4-(4-methyl-4H-1,2,4-triazol-3-yl)piperidine C(C1=CC=CC=C1)N1[C@H](C[C@@H](CC1)C1=NN=CN1C)C1CC1 |r|